C(#N)C=1C=NC(=NC1)N1[C@@H](CN(C[C@H]1C)C(=O)OC1CC2(CN(C2)CC2=CC=CC=C2)C1)C 2-benzyl-2-azaspiro[3.3]heptan-6-yl (3R,5R)-4-(5-cyanopyrimidin-2-yl)-3,5-dimethylpiperazine-1-carboxylate